1-{[(2-methoxyethyl)sulfanyl]methyl}-4-nitrobenzene COCCSCC1=CC=C(C=C1)[N+](=O)[O-]